FC=1C=C(C(=O)NCCN(CC(=O)OC(C)(C)C)C(C2=CC(=C(C=C2)B2OC(C(O2)(C)C)(C)C)F)=O)C=CC1B1OC(C(O1)(C)C)(C)C tert-butyl N-(2-(3-fluoro-4-(4,4,5,5-tetramethyl-1,3,2-dioxaborolan-2-yl)benzamido)ethyl)-N-(3-fluoro-4-(4,4,5,5-tetramethyl-1,3,2-dioxaborolan-2-yl)benzoyl)glycinate